CN1N=NC2=C1C=CC=C2 N-Methyl-Benzotriazole